C(CCCCCCCCCCCCC)N([C@@H](CCC(N)=O)C(=O)O)CCCCCCCCCCCCCC dimyristyl-glutamine